BrC1=C(C(=CC=C1)OC)C#CC(C)C 1-bromo-3-methoxy-2-(3-methylbut-1-ynyl)benzene